ClC1=C(C=C(N=C(C2=CC=CC=C2)C2=CC=CC=C2)C=C1)N1N=CC=C1 4-chloro-N-(diphenylmethylene)-3-(1H-pyrazol-1-yl)aniline